ClC=1C=C(CNCCCCOCCNC2=NC3=C(C4=CN=CC=C24)C=CC(=C3)C(=O)O)C=CC1OC1CC1 5-((2-(4-((3-chloro-4-cyclopropoxybenzyl)amino)butoxy)ethyl)amino)benzo[c][2,6]naphthyridine-8-carboxylic acid